4-chloro-2-amino-1-(2,2,2-trifluoroethoxy)benzene ClC1=CC(=C(C=C1)OCC(F)(F)F)N